FC1=CC=C(C=C1)[C@@H]1N(CCC2=CC=CC=C12)C(=O)N(C)[C@@H]1C[C@H](C1)NC(OCC1=CC=CC=C1)=O benzyl ((trans)-3-((S)-1-(4-fluorophenyl)-N-methyl-1,2,3,4-tetrahydroisoquinoline-2-carboxamido)cyclobutyl)carbamate